sebacic acid, dihydrazide isophthalate C(C1=CC(C(=O)O)=CC=C1)(=O)O.C(CCCCCCCCC(=O)NN)(=O)NN